C1(=CCCCC1)NC(C(C1CCN(CC1)CC)N(C(CCCCCCCCCCCCCCC)=O)C(CCCCCCCC)CCCCCCCC)=O N-(2-(cyclohex-1-en-1-ylamino)-1-(1-ethylpiperidin-4-yl)-2-oxoethyl)-N-(heptadec-9-yl)palmitamide